tert-Butyl N-[2-[4-[2-[3-[tert-butyl(dimethyl)silyl]oxycyclobutyl]-3H-imidazo[4,5-b]pyridin-7-yl]piperidine-1-carbonyl]-5-(trifluoromethoxy)phenyl]carbamate [Si](C)(C)(C(C)(C)C)OC1CC(C1)C1=NC=2C(=NC=CC2C2CCN(CC2)C(=O)C2=C(C=C(C=C2)OC(F)(F)F)NC(OC(C)(C)C)=O)N1